C(=O)C=1C=C(C=CC1N1C[C@H](CC1)OC1=NC=C(C#N)C=C1)C1=CC=CC=C1 (S)-6-(1-(3-formylbiphenyl-4-yl)pyrrolidin-3-yloxy)nicotinonitrile